4-bromo-2-(trifluoromethyl)pyrimidin-5-amine BrC1=NC(=NC=C1N)C(F)(F)F